(S)-4-(3-(1-(2-fluorophenoxy)ethyl)-6,6-dimethyl-6,7-dihydro-5H-pyrrolo[1,2-a][1,2,4]triazolo[3,4-c][1,4]diazepin-10-yl)-N-(1-methyl-1H-pyrazol-5-yl)pyrimidin-2-amine FC1=C(O[C@@H](C)C2=NN=C3C=4N(CC(CN32)(C)C)C=C(C4)C4=NC(=NC=C4)NC4=CC=NN4C)C=CC=C1